F[C@@H]1C[C@H](N(C1)C(CC1=CN=C2N1C=CC=C2)=O)C(=O)N[C@@H](C2=CC=CC=C2)C2=CC(=C(C=C2)C(C)C)F (2S,4R)-4-fluoro-N-[(S)-[3-fluoro-4-(propan-2-yl)phenyl](phenyl)methyl]-1-(2-{imidazo[1,2-a]pyridin-3-yl}acetyl)pyrrolidine-2-carboxamide